(R)-N-(5-((1-oxaspiro(4.4)nonan-3-yl)oxy)-1,3,4-thiadiazol-2-yl)-2'-chloro-5'-methoxy-6-methyl-(4,4'-bipyridine)-3-carboxamide O1C[C@@H](CC12CCCC2)OC2=NN=C(S2)NC(=O)C=2C=NC(=CC2C2=CC(=NC=C2OC)Cl)C